C1(CCCCC1)CCC1=C(OC2=CC=CC=C2C1=O)C(=O)N (2-cyclohexylethyl)-4-oxo-chromene-2-carboxamide